N-phenylglycine, octyl ester C1(=CC=CC=C1)NCC(=O)OCCCCCCCC